tert-butyl 6-isopropyl-5-(7-methyl-[1,2,4]triazolo[1,5-a]pyridin-6-yl)-2-(1,4-dioxaspiro[4.5]decan-8-yl)-4H-pyrrolo[3,2-d]thiazole-4-carboxylate C(C)(C)C1=C(N(C2=C1N=C(S2)C2CCC1(OCCO1)CC2)C(=O)OC(C)(C)C)C=2C(=CC=1N(C2)N=CN1)C